C(C)(C)(C)OC(=O)C[P+](C1=CC=CC=C1)(C1=CC=CC=C1)C1=CC=CC=C1 t-butoxycarbonylmethyltriphenylphosphonium